2-methyl-2,5-diazabicyclo[2.2.2]Octane CN1C2CNC(C1)CC2